3-(4-methylpiperazin-1-yl)methyl-5-(trifluoromethyl)aniline CN1CCN(CC1)CC=1C=C(N)C=C(C1)C(F)(F)F